[Si](C)(C)(C(C)(C)C)OC=1C=C(C#N)C=CC1 3-(tert-butyldimethylsilyloxy)benzonitrile